C(#N)C1=C(C=CC=C1)SC=1C=2N(C=C(C1)C=1C=NN(C1)[C@H]1CN(CCC1)CCO)N=CC2C#N (R)-4-((2-cyanophenyl)thio)-6-(1-(1-(2-hydroxyethyl)piperidin-3-yl)-1H-pyrazol-4-yl)pyrazolo[1,5-a]pyridine-3-carbonitrile